N-{[(2R)-1,4-Dioxan-2-yl]methyl}-2'-[(5-Methylpyridin-2-yl)methyl]-8'-(Trifluoromethyl)-2',5'-dihydrospiro[Cyclopropan-1,4'-furo[2,3-g]indazol]-7'-carboxamid O1[C@@H](COCC1)CNC(=O)C1=C(C2=C(CC3(C4=CN(N=C24)CC2=NC=C(C=C2)C)CC3)O1)C(F)(F)F